NC(C(=O)O)CCCCCCCC(C(=O)O)N 2,10-diaminoundecanedioic acid